(S)-N-(7-(6-((S)-1-hydroxypropyl)-4-methylpyridin-3-yl)-2,6-naphthyridin-3-yl)oxetane-2-carboxamide O[C@@H](CC)C1=CC(=C(C=N1)C1=NC=C2C=C(N=CC2=C1)NC(=O)[C@H]1OCC1)C